5-chloro-4-(cyclopentylmethoxy)-2-fluoro-N-((5,6,7,8-tetrahydronaphthalen-2-yl)sulfonyl)benzamide ClC=1C(=CC(=C(C(=O)NS(=O)(=O)C2=CC=3CCCCC3C=C2)C1)F)OCC1CCCC1